ClC1=C(C=CC=C1)NC1=NC(=CC=C1C(CC(=O)OCC)=O)C(F)(F)F Ethyl 3-(2-((2-chlorophenyl) amino)-6-(trifluoromethyl) pyridin-3-yl)-3-oxopropanoate